FC=1C(=C(C2=C(CN3C(S2=O)=NC2=C3C=C(C(=C2)F)F)C1N1CCC(CC1)C)F)N1CCC(CC1)C 2,4,8,9-tetrafluoro-1,3-bis(4-methylpiperidin-1-yl)-12H-benzo[e]benzo[4,5]imidazo[2,1-b][1,3]thiazin-5-one